2-chloro-5,7-dihydro-6H-pyrrolo[3,4-d]Pyrimidine-6-carboxylic acid benzyl ester C(C1=CC=CC=C1)OC(=O)N1CC=2N=C(N=CC2C1)Cl